t-butylphenyl-α-(p-tolylsulfonyloxy)-acetate C(C)(C)(C)OC(C(OS(=O)(=O)C1=CC=C(C=C1)C)C1=CC=CC=C1)=O